3-(4-(3-hydroxypropyl)-3-methyl-2-oxo-2,3-dihydro-1H-benzo[d]imidazol-1-yl)piperidine-2,6-dione OCCCC1=CC=CC=2N(C(N(C21)C)=O)C2C(NC(CC2)=O)=O